C(C1CO1)OCCC[Si](OC)(OC)OC 3-Glycidyl-oxypropyl-trimethoxysilane